FC1=C(C=CC(=C1)F)C1=NC(=NC2=NC(=CN=C12)C)N1C[C@@H](OCC1)C1=CC(=NC=C1)C 4-(2,4-difluorophenyl)-7-methyl-2-((2S)-2-(2-methyl-4-pyridinyl)-4-morpholinyl)pteridine